C12(CC3CC(CC(C1)C3)C2)NCCCCCCCCC2=CC=C3C(N(C(=NC3=C2)C(F)(F)F)C2C(NC(CC2)=O)=O)=O 3-(7-(8-(((3s,5s,7s)-adamantan-1-yl)amino)octyl)-4-oxo-2-(trifluoromethyl)quinazoline-3(4H)-yl)piperidine-2,6-dione